CO[C@H]1[C@@H](CCCC1)O trans-2-methoxycyclohexanol